2-[3-ethylsulfonyl-6-(1,2,4-triazol-1-yl)-2-pyridyl]-3-methyl-6-(trifluoromethyl)-imidazo[4,5-b]pyridine C(C)S(=O)(=O)C=1C(=NC(=CC1)N1N=CN=C1)C1=NC=2C(=NC=C(C2)C(F)(F)F)N1C